4-((2S,5R)-4-(2-Fluoro-4-(trifluoromethyl)benzyl)-2,5-dimethylpiperazin-1-yl)-2-methyl-1-(((S)-tetrahydrofuran-2-yl)methyl)-1H-imidazo[4,5-e][1,2,4]triazolo[4,3-a]pyridine FC1=C(CN2C[C@@H](N(C[C@H]2C)C2=CC=3N(C4=C2N=C(N4C[C@H]4OCCC4)C)C=NN3)C)C=CC(=C1)C(F)(F)F